NC=1N=C(C2=C(N1)CN(C2=O)[C@@H]2C(CCC[C@@H]2O)(F)F)OC 2-amino-6-((1S,6S)-2,2-difluoro-6-hydroxycyclohexyl)-4-methoxy-6,7-dihydro-5H-pyrrolo[3,4-d]pyrimidin-5-one